(benzo[d]thiazol-2-yl)-4-(4-bromo-2-hydroxybenzylamino)benzenesulfonamide S1C(=NC2=C1C=CC=C2)C2=C(C=CC(=C2)NCC2=C(C=C(C=C2)Br)O)S(=O)(=O)N